2-(2-methylphenyl)-2-methoxyiminoacetate CC1=C(C=CC=C1)C(C(=O)[O-])=NOC